P(OC(CO)OP([O-])=O)([O-])=O.[Na+].[Fe+2] iron sodium hydroxyethylidene bisphosphonate